FC=1C(=CC(=NC1)[C@H](C)N1C(C2=CC(=CC(=C2CC1)CN1C[C@@H](CC1)F)CN1C(=NC=C1)NC)=O)OC 2-((S)-1-(5-fluoro-4-methoxypyridin-2-yl)ethyl)-5-(((R)-3-fluoropyrrolidin-1-yl)methyl)-7-((2-(methylamino)-1H-imidazol-1-yl)methyl)-3,4-dihydroisoquinolin-1(2H)-one